N-3-oxononyl-acrylamide O=C(CCNC(C=C)=O)CCCCCC